Cl.N[C@@H](CC(=O)OCC)C1CC1 ethyl (S)-3-amino-3-cyclopropyl-propanoate hydrochloride